tert-butyl (5-(2-methoxy-5-(trifluoromethyl)phenyl)-1,3,4-thiadiazol-2-yl)carbamate COC1=C(C=C(C=C1)C(F)(F)F)C1=NN=C(S1)NC(OC(C)(C)C)=O